O=C1NC(CCC1C=1C=C(C(=O)O)C=CC1)=O 3-(2,6-dioxo-3-piperidyl)benzoic acid